cesium aluminum salt [Al].[Cs]